4-[(4-vinylbenzyl)oxy]-2,2,6,6-tetramethylpiperidin C(=C)C1=CC=C(COC2CC(NC(C2)(C)C)(C)C)C=C1